C[Si](CCOCN1N=C(C=C1)C1=CC=CC=C1)(C)C trimethyl-[2-[(3-phenylpyrazol-1-yl)methoxy]ethyl]silane